1-((2-(3,8-diazabicyclo[3.2.1]octan-3-yl)-7-(2H-1,2,3-triazol-2-yl)benzo[d]oxazol-4-yl)oxy)-1,1-difluoro-2-methylpropan-2-ol C12CN(CC(CC1)N2)C=2OC1=C(N2)C(=CC=C1N1N=CC=N1)OC(C(C)(O)C)(F)F